5-acetamido-3-methyl-pyridine-2-sulfonyl chloride C(C)(=O)NC=1C=C(C(=NC1)S(=O)(=O)Cl)C